(1S,2R,6S,7R)-4-oxatricyclo[5.2.1.02,6]dec-8-ene-3,5-dione [C@@H]12[C@H]3C(OC([C@H]3[C@@H](C=C1)C2)=O)=O